ClC=1C=NN(C(C1Cl)=O)CC#CC=1C=CC(=C(C1)S(=O)(=O)N(C)C)C 5-(3-(4,5-dichloro-6-oxopyridazin-1(6H)-yl)prop-1-yn-1-yl)-N,N,2-trimethylbenzenesulfonamide